ethyl (S)-2-(3-((1,2-dimethyl-6-((1-(4-(trifluoromethyl)phenyl)ethyl)carbamoyl)-1H-indol-3-yl)methyl) phenoxy)-2-methylpropanoate CN1C(=C(C2=CC=C(C=C12)C(N[C@@H](C)C1=CC=C(C=C1)C(F)(F)F)=O)CC=1C=C(OC(C(=O)OCC)(C)C)C=CC1)C